C(#N)C1=CC=C(C[C@H](N)C(=O)O)C=C1 4-cyano-phenylalanine